1-(chloromethyl-d2)-2,4,5-trifluorobenzene ClC(C1=C(C=C(C(=C1)F)F)F)([2H])[2H]